3-(2,3-dichloroanilino)-2-[3-(2-methoxy-2-methylpropoxy)pyridin-4-yl]-1,5,6,7-tetrahydro-4H-pyrrolo[3,2-c]pyridin-4-one ClC1=C(NC2=C(NC3=C2C(NCC3)=O)C3=C(C=NC=C3)OCC(C)(C)OC)C=CC=C1Cl